FC1=C(C=C(C=C1)F)S(=O)(=O)NC=1C(=NC=C(C1)C=1C=CC=2N=CN=C(C2N1)N1CCN(CC1)C(\C=C\C(C)=O)=O)OC (E)-2,5-difluoro-N-(2-methoxy-5-(4-(4-(4-oxopent-2-enoyl)piperazin-1-yl)pyrido[3,2-d]pyrimidin-6-yl)pyridin-3-yl)benzenesulfonamide